ClC=1C=C2C(=C(CC2=CC1Cl)C(=O)OC)O methyl 5,6-dichloro-3-hydroxy-1H-indene-2-carboxylate